(R)-tert-butyl (1-(4-{4-cyano-2,6-dimethylphenoxy}-2-((4-cyanophenyl)amino)-7,8-dihydropyrido[4,3-d]pyrimidine-6(5H)-yl)-3-methyl-1-oxobutane-2-yl)carbamate C(#N)C1=CC(=C(OC=2C3=C(N=C(N2)NC2=CC=C(C=C2)C#N)CCN(C3)C([C@@H](C(C)C)NC(OC(C)(C)C)=O)=O)C(=C1)C)C